C(=O)=C(OP(OC[C@@H](CO)O)(=O)[O-])C[N+](C)(C)C carbonyl-sn-glycero-3-phosphocholine